C[Si](C#CC=1C=NC=C(C1)N1CC(CC1)C)(C)C trimethyl-[2-[5-(3-methylpyrrolidin-1-yl)-3-pyridinyl]ethynyl]silane